((2-(((S)-3,3-dimethyl-1-oxo-1-((S)-2-((4-phenylthiazol-2-yl)carbamoyl)pyrrolidin-1-yl)butan-2-yl)carbamoyl)-1H-indol-5-yl)difluoromethyl)phosphonic acid CC([C@@H](C(N1[C@@H](CCC1)C(NC=1SC=C(N1)C1=CC=CC=C1)=O)=O)NC(=O)C=1NC2=CC=C(C=C2C1)C(F)(F)P(O)(O)=O)(C)C